C(C)(C)(C)OC(=O)N[C@@H]1CN(CC1)C1=C(C(=NC=C1C(=O)OC)OC)C1=CC(=CC(=C1)F)F methyl (S)-4-(3-((tert-butoxycarbonyl)amino)pyrrolidin-1-yl)-5-(3,5-difluorophenyl)-6-methoxynicotinate